Potassium 2-(2-(cyclopropanesulfonamido)pyrimidin-4-yl)acetate C1(CC1)S(=O)(=O)NC1=NC=CC(=N1)CC(=O)[O-].[K+]